FC(C1=C(C=CC=C1)SCCC(=O)O)(F)F 3-((2-(trifluoromethyl)phenyl)thio)propionic acid